2,2-difluoro-3-(1-(5-((1-(3-fluoropropyl)azetidin-3-yl)amino)pyridin-2-yl)-3-methyl-1,3,4,6,7,9-hexahydro-2H-cyclobuta[f]pyrido[3,4-b]indol-2-yl)propan-1-ol FC(CO)(CN1C(C=2NC3=CC4=C(C=C3C2CC1C)CC4)C4=NC=C(C=C4)NC4CN(C4)CCCF)F